2-Ethyl-N-(piperidin-4-yl)pyridin-3-amine C(C)C1=NC=CC=C1NC1CCNCC1